C(C1=CC(OC)=C(O)C=C1)NC(CCCCCCCC)=O N-Vanillylnonanamide